ClC=1C=C(C=C(C1)[C@H]1NCCOC1)C1=NC(=NC=C1)O (R)-4-(3-chloro-5-(morpholin-3-yl)phenyl)pyrimidin-2-ol